(E)-N-(4-ethoxyphenyl)-8-(3,4-dimethoxystyryl)-9H-purin-6-amine C(C)OC1=CC=C(C=C1)NC1=C2N=C(NC2=NC=N1)\C=C\C1=CC(=C(C=C1)OC)OC